ClC1=CC=CC2=C1NC(=N2)C(Cl)(Cl)Cl 7-chloro-2-(trichloromethyl)-1H-benzo[d]imidazole